1,4-dihydro-2,6-dimethylpyridine-3,5-di-carboxylic acid CC=1NC(=C(CC1C(=O)O)C(=O)O)C